COC(CCCCCCCOCC1=CC=CC=C1)OC (((8,8-dimethoxyoctyl)oxy)methyl)benzene